BrC=1C=C2C(=CC(=NC2=CC1)C(F)(F)F)NC1CCC(CC1)NC(C1=CC=C(C=C1)N(C)C)=O N-[4-[[6-bromo-2-(trifluoromethyl)-4-quinolyl]amino]cyclohexyl]-4-(dimethylamino)benzamide